3-(1,3-dithian-2-yl)-4-phenyl-1-(4-(methoxy)phenyl)-1H-pyrazole S1C(SCCC1)C1=NN(C=C1C1=CC=CC=C1)C1=CC=C(C=C1)OC